FC1(CC(C1)NC(=O)C1=C(C=NC=2N1N=C(C2C(=O)N)C)C)F N7-(3,3-difluorocyclobutyl)-2,6-dimethyl-pyrazolo[1,5-a]pyrimidine-3,7-dicarboxamide